N=1NC(=C2CN(CCC21)C(=O)OC(C)(C)C)C(=O)OCC 5-(tert-butyl) 3-ethyl 2,4,6,7-tetrahydro-5H-pyrazolo[4,3-c]pyridine-3,5-dicarboxylate